C(C)(=O)OC[C@@H](C=C)N1CN(N2C(C1=O)=C(C(C(=C2)C(NCC2=C(C=C(C=C2F)F)F)=O)=O)OCC2=CC=CC=C2)C(C=C)C [(2R)-2-[5-benzyloxy-1-(1-methylallyl)-4,6-dioxo-7-[(2,4,6-trifluorophenyl)methylcarbamoyl]-2H-pyrido[2,1-f][1,2,4]triazin-3-yl]but-3-enyl] acetate